CN(CC#CC1=CC(=C(OCC(CC2=C(N=CS2)C(=O)O)OC)C=C1)F)C 5-(3-{4-[3-(dimethylamino)prop-1-yn-1-yl]-2-fluorophenoxy}-2-methoxypropyl)-1,3-thiazole-4-carboxylic acid